(S)-ethyl 2-(((pentafluorophenoxy)(phenoxy)phosphoryl)amino)propanoate FC1=C(C(=C(C(=C1OP(=O)(OC1=CC=CC=C1)N[C@H](C(=O)OCC)C)F)F)F)F